N1=CC=C(C=C1)C=1N=C(C2=C(N1)C=NC=C2)NCCOCCO 2-(2-{[2-(pyridin-4-yl)pyrido[3,4-d]pyrimidin-4-yl]amino}ethoxy)ethan-1-ol